[Pd](Cl)Cl.C(C1=CC=CC=C1)#N.C(C1=CC=CC=C1)#N Bis(benzonitrile) palladium (II) chloride